O[C@H]1[C@](C[C@]2(CNC(O2)=O)CC1)(C)CN1C=NC2=C1C=C(C=C2)C#N |r| rac-1-(((5S,7S,8R)-8-Hydroxy-7-methyl-2-oxo-1-oxa-3-azaspiro[4.5]decan-7-yl)methyl)-1H-benzo[d]imidazole-6-carbonitrile